Cl.NC1=C(N=CC(=N1)N1CC(CC1)NC(=N)N)C1=C(C(=CC=C1)Cl)Cl 1-(1-(6-amino-5-(2,3-dichlorophenyl)pyrazin-2-yl)pyrrolidin-3-yl)guanidine hydrochloride